ClC=1C(=NC=CC1C1NC(CC1)C=C)F 3-chloro-2-fluoro-4-(5-vinylpyrrolidin-2-yl)pyridine